N-([1,1']biphenyl-4-yl)-N-{4-(1-phenyl-naphthalen-7-yl)phenyl}-{1-(9H-carbazol-9-yl)dibenzo[b,d]furan-8-yl}-amine C1(=CC=C(C=C1)N(C1=CC=C(C=C1)C1=CC=C2C=CC=C(C2=C1)C1=CC=CC=C1)C=1C=CC2=C(C3=C(O2)C=CC=C3N3C2=CC=CC=C2C=2C=CC=CC32)C1)C1=CC=CC=C1